1-(6-(1-hydroxycyclopropyl)pyridin-2-yl)-2-isopropyl-1,2-dihydro-3H-pyrazolo[3,4-d]pyrimidin-3-one OC1(CC1)C1=CC=CC(=N1)N1N(C(C=2C1=NC=NC2)=O)C(C)C